2-hydroxy-2-methyl-phenylpropane 4-((4-nitrophenoxy)carbonyl)phenyl-4-methoxy-2-propoxybenzoate [N+](=O)([O-])C1=CC=C(OC(=O)C2=CC=C(C=C2)OC(C2=C(C=C(C=C2)OC)OCCC)=O)C=C1.OC1(C(C=CC=C1)CCC)C